FC1=CC=C2C=CC=C(C2=C1F)C1=C(C=2N=C(N=C(C2C=N1)N([C@H]1CN(CC1)C(C=C)=O)C)OCC12CCCN2CCC1)F (R)-1-(3-((7-(7,8-difluoronaphthalen-1-yl)-8-fluoro-2-((tetrahydro-1H-pyrrolizin-7a(5H)-yl)methoxy)pyrido[4,3-d]pyrimidin-4-yl)(methyl)amino)pyrrolidin-1-yl)prop-2-en-1-one